Tricyclohexyl-phosphonium C1(CCCCC1)[PH+](C1CCCCC1)C1CCCCC1